hexafluorophosphate sulfonium salt [SH3+].F[P-](F)(F)(F)(F)F